[O-2].[Zn+2].[In+3].[Mg+2] magnesium indium-zinc oxide